N-((6S,7S)-5-(azetidine-1-carbonyl)-6-((2,5-difluoro-[1,1'-biphenyl]-3-yl)methyl)-5-azaspiro[2.4]heptan-7-yl)methanesulfonamide N1(CCC1)C(=O)N1CC2(CC2)[C@@H]([C@@H]1CC=1C(=C(C=C(C1)F)C1=CC=CC=C1)F)NS(=O)(=O)C